(R)-8-(1-((4-fluoro-2-(1-hydroxy-1H-benzo[d][1,2,6]oxazaborinin-6-yl)phenyl)amino)ethyl)-6-methyl-2-(piperidin-1-yl)-4H-chromen-4-one FC1=CC(=C(C=C1)N[C@H](C)C=1C=C(C=C2C(C=C(OC12)N1CCCCC1)=O)C)C=1C=CC2=C(C=NOB2O)C1